BrCC#C[Si](C)(C)C 3-bromo-1-(trimethylsilyl)-propyne